CN(C)CC1=CC=C(C=C1)S 4-[(dimethylamino)methyl]benzenethiol